ClC(C(=O)OC(C(Cl)(Cl)Cl)=O)(Cl)Cl (2,2,2-trichloroacetyl) 2,2,2-trichloroacetate